BrC1=CC=C2C(C(=NC2=C1)SC)(C)C 6-bromo-3,3-dimethyl-2-(methylthio)-3H-indole